5,5'-(perfluoropropane-2,2-diyl)bis(2-fluoroaniline) FC(C(C(F)(F)F)(C=1C=CC(=C(N)C1)F)C=1C=CC(=C(N)C1)F)(F)F